BrC=1C=C(C2=C(CCO2)C1)OCCCOC 5-bromo-7-(3-methoxypropoxy)-2,3-dihydrobenzofuran